4-(benzyloxy)-8-(5-chloro-6-fluoro-1-(tetrahydro-2H-pyran-2-yl)-1H-benzo[f]indazol-4-yl)-2-(methylthio)-9H-pyrido[4',3':3,4]cyclopenta[1,2-d]pyrimidin-9-one C(C1=CC=CC=C1)OC=1C2=C(N=C(N1)SC)C(C1=C2C=CN=C1C1=C2C=NN(C2=CC2=C1C(=C(C=C2)F)Cl)C2OCCCC2)=O